CS(=O)(=O)CN1N=C(C(=C1)NC=O)OC1COC1 N-(1-((methylsulfonyl)methyl)-3-(oxetan-3-yloxy)-1H-pyrazol-4-yl)formamide